C[N+]1(CCCC1)CCCCC[N+](C)(C)C 1-Methyl-1-[5-(trimethylammonio)pentyl]-pyrrolidinium